C[C@@H]1CC[C@H](N(C1)C(C(=O)NC=1C=NC=C(C1)C)=O)C1=CC=C(C=C1)C [(2S,5R)-5-methyl-2-(p-tolyl)-1-piperidyl]-N-(5-methyl-3-pyridyl)-2-oxo-acetamide